(4-fluorophenyl)(4-(((1r,4r)-4-(hydroxymethyl)cyclohexyl)amino)-2-((3-methoxy-1-methyl-1H-pyrazole-4-yl)amino)-7H-pyrrolo[2,3-d]pyrimidin-5-yl)methanone FC1=CC=C(C=C1)C(=O)C1=CNC=2N=C(N=C(C21)NC2CCC(CC2)CO)NC=2C(=NN(C2)C)OC